7-[8-ethyl-7-fluoro-3-(methoxymethoxy)naphthalen-1-yl]-2-(methylsulfanyl)-4-{[(1-{[2-(trimethylsilyl)ethoxy]methyl}pyrrolo[2,3-b]pyridin-3-yl)methyl]amino}pyrano[4,3-d]pyrimidin-5-one C(C)C=1C(=CC=C2C=C(C=C(C12)C1=CC=2N=C(N=C(C2C(O1)=O)NCC1=CN(C2=NC=CC=C21)COCC[Si](C)(C)C)SC)OCOC)F